IC1=CC=CC=2CCOC(C21)=O 3,4-Dihydro-8-iodo-1H-2-benzopyran-1-one